C(C1=CC=CC=C1)OCCCOC1=CC=C(C(=N1)C)C=1C=CC(=C(COC2=CC=3C[C@@H]4[C@H](C3C=C2)[C@H]4C(=O)O)C1)F (1S,1aS,6aR)-4-((5-(6-(3-(benzyloxy)propoxy)-2-methylpyridin-3-yl)-2-fluorobenzyl)oxy)-1,1a,6,6a-tetrahydrocyclopropa[a]indene-1-carboxylic acid